C(C)OC1=CC(=CC=C1)F 2-ethoxy-6-fluorobenzene